N[C@@H](CCC(=O)O)C(NCC(NCC(NCC(NCC(NCCOCCOCCOCCOCCOCCOCCOCCOCCC(NC[C@@H]([C@H]([C@@H]([C@@H](CO)O)O)O)O)=O)=O)=O)=O)=O)=O (4S,48S,49R,50R,51R)-4-amino-48,49,50,51,52-pentahydroxy-5,8,11,14,17,45-hexaoxo-21,24,27,30,33,36,39,42-octaoxa-6,9,12,15,18,46-hexaazadopentacontanoic acid